7-(hydroxymethyl)-3-propylquinoxalin-2(1H)-one OCC1=CC=C2N=C(C(NC2=C1)=O)CCC